FC1(CC(C1)C1=NC(=C2N1CCN(C2)C(=O)NC)C=2C(=CC=C1C=C(N=CC21)C=2C(=NN(C2)C)C)F)F 3-(3,3-difluorocyclobutyl)-1-(3-(1,3-dimethyl-1H-pyrazol-4-yl)-7-fluoroisoquinolin-8-yl)-N-methyl-5,6-dihydroimidazo[1,5-a]pyrazine-7(8H)-carboxamide